2,3-Dihydroxyolean-12-en-28-oic acid CC1(CCC2(CCC3(C(=CCC4C3(CCC5C4(CC(C(C5(C)C)O)O)C)C)C2C1)C)C(=O)O)C